CC=1C=C(C=CC1)C1CN(CCN1)C(=O)[O-] 3-(3-methylphenyl)piperazine-1-carboxylate